COC=1SC(=CC1)Br 2-methoxy-5-bromothiophene